C1(=CC=CC=C1)S(=O)(=O)[NH-] N-(benzenesulfonyl)amide